N1(CCNCC1)C(=O)C=1C=C(C=CC1)C=1C=C2CC(NC2=CC1)=O 5-(3-(piperazine-1-carbonyl)phenyl)indolin-2-one